1-{3-chloro-1-methyl-4-[(5RS)-5,6-dihydro-5-methyl-1,4,2-dioxazin-3-yl]pyrazol-5-ylsulfonyl}-3-(4,6-dimethoxypyrimidin-2-yl)urea ClC1=NN(C(=C1C1=NOC[C@H](O1)C)S(=O)(=O)NC(=O)NC1=NC(=CC(=N1)OC)OC)C |r|